FC1=CC=C(C=C1)C1(CN(CCC2=C1C=CC=C2)CCC(=O)C=2C=C1C(CCOC1=CC2)=O)O 6-(3-(1-(4-fluorophenyl)-1-hydroxy-1,2,4,5-tetrahydro-3H-benzo[d]azepine-3-yl)propionyl)chroman-4-one